FC(C(=O)[O-])(C(C(C(C(C(C(C(C(C(C(C(C(C(C(C(C(F)(F)F)(F)F)(F)F)(F)F)(F)F)(F)F)(F)F)(F)F)(F)F)(F)F)(F)F)(F)F)(F)F)(F)F)(F)F)(F)F)F.[NH4+] ammonium perfluorooctadecanoate